CS(=O)(=O)C1=CC(=C(C=C1)NCC#CC=1N(C2=CC=CC(=C2C1)NC1CCC(CC1)N1CC(CC1)(O)C)CC(F)(F)F)OC 1-{4-[(2-{3-[(4-methanesulfonyl-2-methoxyphenyl)amino]prop-1-yn-1-yl}-1-(2,2,2-trifluoro-ethyl)-1H-indol-4-yl)amino]cyclohexyl}-3-methylpyrrolidin-3-ol